FC1=CC(=C(C=C1)C=1C=C2C=CC=NC2=C(C1)NC(=O)C=1C(N(C=C(C1)CNCC(C)C)CC(F)(F)F)=O)C1=NN=CN1C N-(6-(4-Fluoro-2-(4-methyl-4H-1,2,4-triazol-3-yl)phenyl)quinolin-8-yl)-5-((isobutylamino)methyl)-2-oxo-1-(2,2,2-trifluoroethyl)-1,2-dihydropyridine-3-carboxamide